BrC=1N(C=CC1)S(=O)(=O)C1=CC=C(C)C=C1 2-bromo-1-tosyl-1H-pyrrole